Cl[Si](Cl)(Cl)Cl perchlorosilane